CC1=CC=C(C=C1)S(=O)(=O)O.C(C)C1=NC=CN1CCCCC ethyl-3-pentylimidazole p-toluenesulfonate